C(C)NC(=O)C1=NOC(=C1C1=CC=C(C=C1)CN1CCOCC1)C1=C(C=C(C(=C1)C(C)(C)C)OCC1=CC=CC=C1)OCC1=CC=CC=C1 5-(2,4-Bis-benzyloxy-5-tert-butyl-phenyl)-4-(4-morpholin-4-ylmethyl-phenyl)-isoxazole-3-carboxylic Acid Ethylamide